3-(4-fluorophenyl)-4-(4-iodophenyl)-5-((4-(trifluoromethyl)benzyl)thio)-4H-1,2,4-triazole FC1=CC=C(C=C1)C1=NN=C(N1C1=CC=C(C=C1)I)SCC1=CC=C(C=C1)C(F)(F)F